di-n-butoxybis(ethoxyacetoacetyl)zirconium C(CCC)O[Zr](C(CC(=O)COCC)=O)(C(CC(=O)COCC)=O)OCCCC